methyl 5-(5-methyl-3-oxo-2-(tetrahydro-2H-pyran-2-yl)-2,3-dihydropyridazin-4-yl)-1H-pyrrole-2-carboxylate CC1=C(C(N(N=C1)C1OCCCC1)=O)C1=CC=C(N1)C(=O)OC